(S)-1-(2-(1-(2-chloro-4-phenoxyphenyl)imidazo[1,5-a]pyrazin-3-yl)pyrrolidin-1-yl)prop-2-en-1-one ClC1=C(C=CC(=C1)OC1=CC=CC=C1)C=1N=C(N2C1C=NC=C2)[C@H]2N(CCC2)C(C=C)=O